Lauryl acrylate (Isodecyl acrylate) C(CCCCCCC(C)C)C(C(=O)O)=C.C(C=C)(=O)OCCCCCCCCCCCC